[Co]=O.[Cu] copper Cobalt oxide